C(C1=CC=CC=C1)(C1=CC=CC=C1)C1=C(C(=O)[O-])C(=CC(=C1)C)C(C1=CC=CC=C1)C1=CC=CC=C1 2,6-dibenzhydryl-4-methylbenzoate